5-({4-[(6-cyano-1H-indol-1-yl)methyl]-2-thienyl}carbonyl)pyrimidin C(#N)C1=CC=C2C=CN(C2=C1)CC=1C=C(SC1)C(=O)C=1C=NC=NC1